C1(CC1)[C@H](COC=1C=NC(=CC1C1=CC=2N(C=C1)N=C(C2)NC2=NC(=NC(=C2)C)C)C)O (1R)-1-cyclopropyl-2-[[4-[2-[(2,6-dimethylpyrimidin-4-yl)amino]pyrazolo[1,5-a]pyridin-5-yl]-6-methyl-3-pyridyl]oxy]ethanol